bis{[(2,6-dinitrobenzyl)oxy]carbonyl}phenylenediamine [N+](=O)([O-])C1=C(COC(=O)NC2=C(C=CC=C2)NC(=O)OCC2=C(C=CC=C2[N+](=O)[O-])[N+](=O)[O-])C(=CC=C1)[N+](=O)[O-]